C(C)(=O)N1CCC(CC1)C(=O)NC1=NC=C(N=C1N)Br 1-acetyl-N-(3-amino-5-bromopyrazin-2-yl)piperidine-4-carboxamide